O=C1N(C(C=C1)=O)CCOC(CCNC([C@H](CCN(C(CO)=O)[C@H](C(C)(C)C)C=1N(C=C(C1)C1=C(C=CC(=C1)F)F)CC1=CC=CC=C1)N)=O)=O 2-(2,5-dioxo-2,5-dihydro-1H-pyrrol-1-yl)ethyl-N-{(2S)-2-amino-4-[{(1R)-1-[1-benzyl-4-(2,5-difluorophenyl)-1H-pyrrol-2-yl]-2,2-dimethylpropyl}(glycoloyl)amino]butanoyl}-beta-alaninat